4,6-dihydropyrrolo[3,4-d][1,3]oxazole O1C=NC2=C1CNC2